C(C)C1(CN2CCC1CC2)NC(=O)NC(C)(C)C2=CC=C(C=C2)C2=CC=C(C=C2)N2CCOCC2 1-(3-Ethylquinuclidin-3-yl)-3-(2-(4'-morpholino-[1,1'-biphenyl]-4-yl)propan-2-yl)urea